N-[6-(difluoromethyl)-2-pyridyl]-2-[4-[[4-[3-[(2,6-dioxo-3-piperidyl)amino]phenyl]-1-piperidyl]methyl]cyclohexyl]-7-isopropoxy-imidazo[1,2-a]pyridine-6-carboxamide FC(C1=CC=CC(=N1)NC(=O)C=1C(=CC=2N(C1)C=C(N2)C2CCC(CC2)CN2CCC(CC2)C2=CC(=CC=C2)NC2C(NC(CC2)=O)=O)OC(C)C)F